methyl N-(2-benzimidazolyl)-carbamate N1=C(NC2=C1C=CC=C2)NC(OC)=O